tert-Butyl 3-ethyl 3-((6-(trifluoromethyl)pyridin-2-yl)ethynyl)piperidine-1,3-dicarboxylate FC(C1=CC=CC(=N1)C#CC1(CN(CCC1)C(=O)OC(C)(C)C)C(=O)OCC)(F)F